vanadium lithium sulfur phosphorus [P].[S].[Li].[V]